9,9-dimethyl-2,7-fluorenedialdehyde CC1(C2=CC(=CC=C2C=2C=CC(=CC12)C=O)C=O)C